ethyl (S)-3-(5-(3-fluorophenyl)thiophen-2-yl)-3-(3-(4-hydroxy-1-methyl-2-oxo-1,2-dihydro pyridin-3-yl)ureido)propanoate FC=1C=C(C=CC1)C1=CC=C(S1)[C@H](CC(=O)OCC)NC(=O)NC=1C(N(C=CC1O)C)=O